3-({[(4R)-7-[(1-benzofuran-5-yl)(methyl)amino]-3,4-dihydro-2H-1-benzopyran-4-yl]methyl}amino)pyridine-4-carboxylic acid O1C=CC2=C1C=CC(=C2)N(C2=CC1=C([C@@H](CCO1)CNC=1C=NC=CC1C(=O)O)C=C2)C